CC1=CC=CC=2NC(=NC21)C(=O)N2[C@H](C=1C=CC=NC1CC2)C (S)-(4-Methyl-1H-benzo[d]imidazol-2-yl)(5-methyl-7,8-dihydro-1,6-naphthyridin-6(5H)-yl)methanone